C(C)C1(COC1)C=1N(C2=CC=CC(=C2C1C1=CC=C(C(=O)O)C=C1)O)C1=CC=C(C=C1)F 4-[2-(3-Ethyloxetan-3-yl)-1-(4-fluorophenyl)-4-hydroxy-indol-3-yl]benzoic acid